CC1=NC(=C2NC=NC2=N1)NCC1=CC(=CC=C1)Cl 2-methyl-6-(3-chlorobenzylamino)purine